C(C)C=1C=2N(C=C(N1)C)N=C(C2)C=2N=C1N(C(C2)=O)C=C(C=C1C)N1C[C@H]2N(CC1)CCC2 2-(4-ethyl-6-methylpyrazolo[1,5-a]pyrazin-2-yl)-7-[(8aS)-hexahydropyrrolo[1,2-a]pyrazin-2(1H)-yl]-9-methyl-4H-pyrido[1,2-a]pyrimidin-4-one